C(CCCCCCCCCCCCC)OC[C@@H](OCCCCCCCCCCCCCC)COP(=O)(O)O 1,2-di-O-tetradecyl-sn-glycero-3-phosphate